FC1=C(C=CC(=C1)F)S(=O)(=O)NC=1C(=NC=C(C1)C=1C=C2C(=NC=NC2=C(C1)C(F)(F)F)N1CCN(CC1)C(\C=C\C(C)=O)=O)OC (E)-2,4-difluoro-N-(2-methoxy-5-(4-(4-(4-oxopent-2-enoyl)piperazin-1-yl)-8-(trifluoromethyl)quinazolin-6-yl)pyridin-3-yl)benzenesulfonamide